C1(CC1)/C(/C1=CC(=C(C=N1)C=1C=2N(C3=CC(=NC=C3C1)NC(=O)[C@H]1[C@H](C1)F)C=CN2)C)=N/O (1S,2S)-N-(4-(6-((Z)-cyclopropyl(hydroxyimino)methyl)-4-methylpyridin-3-yl)imidazo[1,2-a][1,6]naphthyridin-8-yl)-2-fluorocyclopropane-1-carboxamide